ClC1=C(C2=C(NC(O[C@@]23CN(CCC3)C(=O)C3=NC(=NN3COCC[Si](C)(C)C)C=O)=O)C=C1)F (R)-5-(6-chloro-5-fluoro-2-oxo-1,2-dihydrospiro[benzo[d][1,3]oxazine-4,3'-piperidin]-1'-ylcarbonyl)-1-((2-(trimethylsilyl)ethoxy)methyl)-1H-1,2,4-triazole-3-carbaldehyde